8-bromo-5-chloro-3-ethylpyrido[3,4-b]pyrazin-2(1H)-one BrC1=CN=C(C=2N=C(C(NC21)=O)CC)Cl